Sodium 3-(aminomethyl)-1-(4-(trifluoromethyl) phenyl)-1,2,3,4-tetrahydroquinoline-5-carboxylate NCC1CN(C=2C=CC=C(C2C1)C(=O)[O-])C1=CC=C(C=C1)C(F)(F)F.[Na+]